C(N)(=O)[C@H]1N2C(N([C@H](CC1)C2)OS(=O)(=O)OCC(COC(C2=CC=CC=C2)=O)(C)C)=O.C2(=CC=C1C=CC3=CC=CC4=CC=C2C1=C34)C3=CC=C(C=C3)C3=CC=C4C=CC1=CC=CC2=CC=C3C4=C12 1,4-di(pyrene-1-yl)benzene 3-(((((1R,2S,5R)-2-carbamoyl-7-oxo-1,6-diazabicyclo[3.2.1]octan-6-yl)oxy)sulfonyl)oxy)-2,2-dimethylpropyl-benzoate